4-chloro-N-(4,5-dihydro-1H-imidazol-2-yl)-6-methoxy-2-methylpyrimidine-5-amine ClC1=NC(=NC(=C1NC=1NCCN1)OC)C